N[C@@H]1C=2C(=NC=CC2)CC12CCN(CC2)C2=CN=C1C(N(C(NC1=N2)=O)C2=C(C(=CC=C2)Cl)Cl)=O (S)-7-(5-amino-5,7-dihydrospiro[cyclopenta[b]pyridine-6,4'-piperidin]-1'-yl)-3-(2,3-dichlorophenyl)pteridine-2,4(1H,3H)-dione